oxalopropionic acid C(=O)(C(=O)O)C(C(=O)O)C